2-(3-{[2-(fluoro-methoxy)-4-methane-sulfonylphenyl]amino}prop-1-yn-1-yl)-N-[(1S,4S)-4-(morpholin-4-yl)cyclohexyl]-1-(2,2,2-trifluoroethyl)-1H-indol-4-amine FCOC1=C(C=CC(=C1)S(=O)(=O)C)NCC#CC=1N(C=2C=CC=C(C2C1)NC1CCC(CC1)N1CCOCC1)CC(F)(F)F